oxo-phenyl-acetic acid 2-[2-oxo-2-phenyl-acetoxy-ethoxy]-ethyl ester O=C(C(=O)OCCOCCOC(C(C1=CC=CC=C1)=O)=O)C1=CC=CC=C1